pyrrolo[3,2]pyrrol-2(1H)-one N1C(C=C2C1=NC=C2)=O